bis((2-indenyl)-(9-fluorenyl)-ethane) zirconium dichloride [Cl-].[Cl-].[Zr+2].C1C(=CC2=CC=CC=C12)C(C)C1C2=CC=CC=C2C=2C=CC=CC12.C1C(=CC2=CC=CC=C12)C(C)C1C2=CC=CC=C2C=2C=CC=CC12